(1s,3s)-3-methoxycyclobutane-1-carboxylic acid COC1CC(C1)C(=O)O